FC=1C=C(C=C(C1OC1=CC=NC2=CC(=CC=C12)OCCNC)F)NC(=O)C=1C(=NC=CC1OC)F N-(3,5-difluoro-4-((7-(2-(methylamino)ethoxy)quinolin-4-yl)oxy)phenyl)-2-fluoro-4-methoxypyridine-3-carboxamide